C(C)O/C=C/C=1C=C2C=CN=CC2=CC1 (E)-6-(2-ethoxyvinyl)isoquinoline